2-{6-azaspiro[2.5]oct-6-yl}-4-bromonaphthalene-1-carbonyl chloride C1CC12CCN(CC2)C2=C(C1=CC=CC=C1C(=C2)Br)C(=O)Cl